6-chloro-N-[4-cyclopropyl-5-(2,2-difluoroethyl)-6-methoxy-pyrimidin-2-yl]-1H-indole-3-sulfonamide ClC1=CC=C2C(=CNC2=C1)S(=O)(=O)NC1=NC(=C(C(=N1)C1CC1)CC(F)F)OC